FC1(CC(CCC1)N)F (3,3-Difluorocyclohexyl)amine